C(C)(C)(C)OC(=O)N[C@H]([C@@H](CN)O)CC1=CC=CC=C1 (2R,3S)-3-t-Butoxycarbonylamino-1-amino-4-phenyl-2-butanol